S-[Methyl-14C]adenosyl-L-methionine [14CH3][S+](CC[C@H](NC[C@@H]1[C@H]([C@H]([C@@H](O1)N1C=NC=2C(N)=NC=NC12)O)O)C(=O)O)C